[N+](=O)([O-])C=1C=C(C(=O)NC(C(=O)[O-])C2=CC=CC=C2)C=C(C1)[N+](=O)[O-] 2-(3,5-dinitrobenzoylamino)-2-phenylacetate